N12C(CCC(NC1)C2)C(=O)O 1,6-diazabicyclo[3.2.1]octane-2-formic acid